C(C)OC1=CC=C(CN2C3CN(CC2C3)C3=CC=C(C=N3)C3=NC(=CC(=N3)NC3=NNC(=C3)C)C)C=C1 2-(6-(6-(4-ethoxybenzyl)-3,6-diazabicyclo[3.1.1]heptan-3-yl)pyridin-3-yl)-6-methyl-N-(5-methyl-1H-pyrazol-3-yl)pyrimidin-4-amine